O=C1CCC(N1CC1=CC=C(C=C1)S(F)(F)(F)(F)F)CC(=O)O 2-[5-oxo-1-[[4-(pentafluoro-λ6-sulfanyl)phenyl]methyl]pyrrolidine-2-yl]acetic acid